FC(CC1=CC=C(C=C1)C=CC(C)=O)(F)F 4-[4-(2,2,2-trifluoro-ethyl)phenyl]but-3-en-2-one